NC1=NC=NN2C1=C(C=C2C=2C=CC(=C(C(=O)N[C@@H]1CN(C[C@@H]1F)C(=O)C1CC(C1)(F)F)C2)Cl)CN2CCC(CC2)C(F)(F)F 5-(4-amino-5-{[4-(trifluoromethyl)piperidin-1-yl]methyl}pyrrolo[2,1-f][1,2,4]triazin-7-yl)-2-chloro-N-[(3R,4S)-1-(3,3-difluorocyclobutanecarbonyl)-4-fluoropyrrolidin-3-yl]benzamide